N-[(1S)-2-[[1-[1-[1-(3,3-difluorocyclobutyl)tetrazol-5-yl]-3,3-difluoro-propyl]pyrazol-4-yl]amino]-1-(4,4-difluorocyclohexyl)-2-oxo-ethyl]-4-methyl-1,2,5-oxadiazole-3-carboxamide FC1(CC(C1)N1N=NN=C1C(CC(F)F)N1N=CC(=C1)NC([C@H](C1CCC(CC1)(F)F)NC(=O)C1=NON=C1C)=O)F